BrC=1C=C(C=CC1)OC1=CC=2N(C3=CC=C(C=C3C2C=C1)C(C)(C)C)C1=NC=CC(=C1)C(C)(C)C 2-(3-bromophenyloxy)-6-(tert-butyl)-9-(4-(tert-butyl)pyridin-2-yl)-9H-carbazole